1-(((1s,3s)-3-(((2,5-bis(trifluoromethyl)pyrazolo[1,5-a]pyrimidin-7-yl)amino)methyl)-3-(4-fluorophenyl)cyclobutyl)amino)-2-methylpropan-2-ol FC(C1=NN2C(N=C(C=C2NCC2(CC(C2)NCC(C)(O)C)C2=CC=C(C=C2)F)C(F)(F)F)=C1)(F)F